2,2,2-trifluoro-1-(4-(pyridin-4-ylmethyl)-1-(triphenylmethyl)imidazol-2-yl)ethanone FC(C(=O)C=1N(C=C(N1)CC1=CC=NC=C1)C(C1=CC=CC=C1)(C1=CC=CC=C1)C1=CC=CC=C1)(F)F